tert-butyl N-[(1R)-4-(6-bromo-7-fluoro-1-oxo-2-isoquinolyl)-1-(trifluoromethoxymethyl)butyl]carbamate BrC=1C=C2C=CN(C(C2=CC1F)=O)CCC[C@H](COC(F)(F)F)NC(OC(C)(C)C)=O